3-(2,6-dichloro-3,5-dimethoxyphenyl)-1-methyl-7-(methylsulfonyl)-3,4-dihydropyrimido[4,5-d]pyrimidin-2(1H)-one ClC1=C(C(=C(C=C1OC)OC)Cl)N1C(N(C2=NC(=NC=C2C1)S(=O)(=O)C)C)=O